FC(C1(CN(CC1O)C(=O)OC(C)(C)C)C)F Tert-butyl 3-(difluoromethyl)-4-hydroxy-3-methylpyrrolidine-1-carboxylate